(1-methyl-1H-pyrazol-4-yl)-N4-(1,2,3,4-tetrahydroisoquinolin-7-yl)-N2-(m-tolyl)pyrimidine-2,4-diamine CN1N=CC(=C1)C=1C(=NC(=NC1)NC=1C=C(C=CC1)C)NC1=CC=C2CCNCC2=C1